tert-butyl 2-((3-(8,8,8-trifluorooctan-2-yl)-1,2,4-oxadiazol-5-yl)methyl)acrylate FC(CCCCCC(C)C1=NOC(=N1)CC(C(=O)OC(C)(C)C)=C)(F)F